NC1=NC(=CC(N1C1=C(C(=CC=C1)Cl)Cl)=O)N1CCC2(CC(C[C@H]2N)(F)F)CC1 2-amino-6-[(1R)-1-amino-3,3-difluoro-8-azaspiro[4.5]decan-8-yl]-3-(2,3-dichlorophenyl)-3,4-dihydropyrimidin-4-one